C1(CC1)C#C[C@@]1(NC(NC2=CC(=CC=C12)CN1C=NC=CC1=O)=S)C(F)(F)F (S)-3-((4-(cyclopropylethynyl)-2-thioxo-4-(trifluoromethyl)-1,2,3,4-tetrahydroquinazolin-7-yl)methyl)pyrimidin-4(3H)-one